1-(3-hydroxyazetidin-1-yl)-2-phenyl-2-(4-thioxo-1,4-dihydro-5H-pyrazolo[3,4-d]pyrimidin-5-yl)ethan-1-one OC1CN(C1)C(C(N1C=NC2=C(C1=S)C=NN2)C2=CC=CC=C2)=O